C1(=CC=CC=C1)C(CS(=O)C1=CC=C(C=C1)Cl)=O 1-phenyl-2-(p-chlorophenyl-sulfinyl)ethanone